N-(((2S,5R)-6-hydroxy-7-oxo-1,6-diazabicyclo[3.2.1]octan-2-yl)(imino)methyl)acetamide ON1[C@@H]2CC[C@H](N(C1=O)C2)C(NC(C)=O)=N